C(C(C)C)NC1=NC(=NC=C1C=O)SC 4-(isobutylamino)-2-(methylthio)pyrimidine-5-carbaldehyde